NC=1C(=CC(=C(C#N)C1)F)N1CCC(CC1)OC1=C(C=C(C=C1)F)F 5-amino-4-(4-(2,4-difluorophenoxy)piperidin-1-yl)-2-fluorobenzonitrile